ALPHA,ALPHA-DICHLORO-BETA-OXO-BENZENEPROPANAL ClC(C=O)(C(C1=CC=CC=C1)=O)Cl